FC(N1N=CC=2C=NC(=CC21)C(=O)N)(F)F 1-(trifluoromethyl)-1H-pyrazolo[4,3-c]Pyridine-6-carboxamide